7-(4-fluorobenzyl)-N-(4-fluorophenyl)-2-methyl-2,3-dihydro-1H-pyrido[2,3-b][1,4]oxazine-6-carboxamide FC1=CC=C(CC2=CC3=C(OCC(N3)C)N=C2C(=O)NC2=CC=C(C=C2)F)C=C1